BrC1=CC=C(C=N1)C(C(F)F)N 1-(6-bromo-3-pyridyl)-2,2-difluoro-ethylamine